COC1=C(N)C(=CC(=C1)[N+](=O)[O-])[N+](=O)[O-] 2-methoxy-4,6-dinitroaniline